methyl 4-(aminomethyl)-2-methoxybenzoate NCC1=CC(=C(C(=O)OC)C=C1)OC